ethyl (trimethylsilylmethyl) carbonate C(OCC)(OC[Si](C)(C)C)=O